NC1=CC(=NN1)CCCO 5-amino-3-(3-hydroxypropyl)-1H-pyrazole